ClC=1C=CC(=C(C1)N1CON(CO1)C(C(=O)NC=1C=C(C(=O)O)C=CC1)CC1=CC=CC=C1)N1N=NN=C1 3-(2-(4-(5-Chloro-2-(1H-tetrazol-1-yl)phenyl)-2,5-dioxapiperazin-1-yl)-3-phenylpropionamido)benzoic acid